3-amino-4-(2-aminopyridin-4-yl)-6-chloro-1H-quinolin-2-one NC=1C(NC2=CC=C(C=C2C1C1=CC(=NC=C1)N)Cl)=O